2-methyl-but-3-yne CC(C)C#C